tert-butyl N-(3-fluoro-5-methyl-6,7-dihydro-4H-benzothiophen-5-yl)-N-methyl-carbamate FC1=CSC2=C1CC(CC2)(C)N(C(OC(C)(C)C)=O)C